(2R,3aS,6S,6aR)-6-((2-amino-3-chloroquinolin-7-yl)methyl)-2-(4-amino-5-fluoro-7H-pyrrolo[2,3-d]pyrimidin-7-yl)hexahydro-3aH-cyclopenta[b]furan-3,3a-diol NC1=NC2=CC(=CC=C2C=C1Cl)C[C@@H]1CC[C@]2([C@@H]1O[C@H](C2O)N2C=C(C1=C2N=CN=C1N)F)O